C(C)(C)(C)OC(=O)N(C(OC(C)(C)C)=O)C[C@@H]1C[C@H](C1)N1N=C(C(=C1)C1=CC2=C(C=N1)C=NN2C=2CCN(CC2)C)C2CC2 tert-butyl (tert-butoxycarbonyl)((trans-3-(3-cyclopropyl-4-(1-(1-methyl-1,2,3,6-tetrahydropyridin-4-yl)-1H-pyrazolo[4,3-c]pyridin-6-yl)-1H-pyrazol-1-yl)cyclobutyl)methyl)carbamate